N-((6-bromo-1-(4-(trifluoromethyl)phenyl)-2,3-dihydro-1H-pyrido[2,3-b][1,4]oxazin-3-yl)methyl)acetamide BrC=1C=CC2=C(OC(CN2C2=CC=C(C=C2)C(F)(F)F)CNC(C)=O)N1